6-(5-(7-ethyl-7H-imidazo[4,5-c]pyridazin-4-yl)-2-fluorophenyl)-7-methoxy-2-toluenesulfonyl-1,2,3,4-tetrahydroisoquinoline C(C)N1C=NC2=C1N=NC=C2C=2C=CC(=C(C2)C=2C=C1CCN(CC1=CC2OC)S(=O)(=O)CC2=CC=CC=C2)F